BrC1=CC2=C(N=C(N=C2NC(C)C=2C(=C(C#N)C=CC2)C)NCC(OC)OC)N=C1 3-{1-[6-Bromo-2-(2,2-dimethoxy-ethylamino)-pyrido[2,3-d]pyrimidin-4-ylamino]-ethyl}-2-methyl-benzonitrile